potassium phenylborate salt C1(=CC=CC=C1)OB([O-])[O-].[K+].[K+]